FC1=CC=C(CS(=O)(=O)C2=NC=3C(N(C=CC3)C(C(=O)NC3=C(C=CC=C3)C)CC)=N2)C=C1 2-(2-((4-fluorobenzyl)sulfonyl)-4H-imidazo[4,5-b]pyridin-4-yl)-N-(o-tolyl)butanamide